N-[(1S)-1-{[(1S)-1-{[2,5-dichloro-4-(hydroxymethyl)phenyl]carbamoyl}ethyl]carbamoyl}-2-methylpropyl]-6-(2,5-dioxo-2,5-dihydro-1H-pyrrol-1-yl)hexanamide ClC1=C(C=C(C(=C1)CO)Cl)NC(=O)[C@H](C)NC(=O)[C@H](C(C)C)NC(CCCCCN1C(C=CC1=O)=O)=O